(3S)-N,3-diphenyl-1,2-oxazolidine-2-carboxamide C1(=CC=CC=C1)NC(=O)N1OCC[C@H]1C1=CC=CC=C1